(S)-2-[(4-amino-5-benzoyl-thiazol-2-yl)-(1-methylpyrazol-4-yl)amino]propanamide NC=1N=C(SC1C(C1=CC=CC=C1)=O)N([C@H](C(=O)N)C)C=1C=NN(C1)C